FC(OC1=CC=C(C=N1)N1CC=2C(=NC=CC2C1=O)C1=C(OCC#N)C=C(C=C1)F)F (2-{2-[6-(difluoromethoxy)pyridin-3-yl]-1-oxo-2,3-dihydro-1H-pyrrolo[3,4-c]pyridin-4-yl}-5-fluorophenoxy)acetonitrile